4-(6-(2-(2,4-difluorophenyl)-1,1-difluoro-2-hydroxy-3-(1H-tetrazol-1-yl)propyl)pyridin-3-yl)benzaldehyde FC1=C(C=CC(=C1)F)C(C(F)(F)C1=CC=C(C=N1)C1=CC=C(C=O)C=C1)(CN1N=NN=C1)O